C(C)(C)N1C(C=CC2=C1N=C(N=C2)S(=O)(=O)C)=O 8-Isopropyl-2-(methylsulfonyl)pyrido[2,3-d]pyrimidin-7(8H)-one